(2,5-difluoro-4-nitrophenyl)methanol FC1=C(C=C(C(=C1)[N+](=O)[O-])F)CO